(3R,6S,9S,12S,15S,18R,19R)-6-(4-aminobutoxymethyl)-9-(aminomethyl)-12-cyclohexyl-19-hexyl-15-isobutyl-3,16,18-trimethyl-1-oxa-4,7,10,13,16-pentazacyclononadecane-5,8,11,14,17-pentone NCCCCOC[C@H]1C(N[C@@H](CO[C@@H]([C@H](C(N([C@H](C(N[C@H](C(N[C@H](C(N1)=O)CN)=O)C1CCCCC1)=O)CC(C)C)C)=O)C)CCCCCC)C)=O